N,N'-(methyl(3-(2,2,2-trifluoro-N-(2,2,2-trifluoroacetyl)acetamido)propyl)silanediyl)bis(2,2,2-trifluoro-N-(trimethylsilyl)acetamide) C[Si](N(C(C(F)(F)F)=O)[Si](C)(C)C)(N(C(C(F)(F)F)=O)[Si](C)(C)C)CCCN(C(C(F)(F)F)=O)C(C(F)(F)F)=O